4-(3-((3r,5r)-3-amino-5-methylpiperidine-1-carbonyl)-1-(4-cyclopropyl-2-fluorophenyl)-1H-pyrazol-5-yl)-2-fluorobenzonitrile N[C@H]1CN(C[C@@H](C1)C)C(=O)C1=NN(C(=C1)C1=CC(=C(C#N)C=C1)F)C1=C(C=C(C=C1)C1CC1)F